4-(dimethylamino)-8-(2,3,5-trifluorophenyl)quinoline-3-carboxylic acid ethyl ester C(C)OC(=O)C=1C=NC2=C(C=CC=C2C1N(C)C)C1=C(C(=CC(=C1)F)F)F